2-bromo-1-methoxy-3-methyl-5-nitro-benzene BrC1=C(C=C(C=C1C)[N+](=O)[O-])OC